NC=1C=C(N(C1)C)C(=O)NCCC(=O)NC=1N=C(N(C1)C)C(=O)NC=1C=C(N(C1)C)C(=O)NCCC(=O)OC methyl 3-{[4-(4-{3-[(4-amino-1-methylpyrrol-2-yl)formamido]propanamido}-1-methylimidazole-2-amido)-1-methylpyrrol-2-yl]formamido}propanoate